CC=1C=C(C=CC1OC#N)C1(CCCCC1)C1=CC(=C(C=C1)OC#N)C 1,1-Bis(3-methyl-4-cyanatophenyl)cyclohexane